The molecule is a bromide salt consisting of two bromide ions and one pancuronium dication. It has a role as a muscle relaxant, a cholinergic antagonist and a nicotinic antagonist. It contains a pancuronium. CC(=O)O[C@H]1C[C@@H]2CC[C@@H]3[C@@H]([C@]2(C[C@@H]1[N+]4(CCCCC4)C)C)CC[C@]5([C@H]3C[C@@H]([C@@H]5OC(=O)C)[N+]6(CCCCC6)C)C.[Br-].[Br-]